C(C=C)SC1=NC=NN1 5-(2-propen-1-ylsulfanyl)-1H-1,2,4-triazole